5-chloro-1'-{2-[(1-methanesulfonyl-1,2,3,4-tetrahydroquinolin-6-yl)oxy]ethyl}-1,2-dihydrospiro[indole-3,4'-piperidin]-2-one ClC=1C=C2C(=CC1)NC(C21CCN(CC1)CCOC=1C=C2CCCN(C2=CC1)S(=O)(=O)C)=O